4,4,4-trifluoro-1-(4-fluoro-4-(2-(trifluoromethyl)pyridin-4-yl)piperidin-1-yl)butan-1-one COPPER-CHROMIUM-ZIRCONIUM [Zr].[Cr].[Cu].FC(CCC(=O)N1CCC(CC1)(C1=CC(=NC=C1)C(F)(F)F)F)(F)F